OCCC1C(C=2CC=3C(CC(CC3NC2CC1(C)C)(C)C)=O)=O (2-hydroxyethyl)-3,3,6,6-tetramethyl-3,4,6,7,9,10-hexahydroacridine-1,8(2H,5H)-dione